hexacyclo[6.6.1.13,6.110,13.02,7.09,14]heptadecen C12=C3C4CCC(C3C(C3C5CCC(C31)C5)C2)C4